2-(2,6-dichloro-9H-purin-9-yl)-1-(pyridin-2-yl)ethane ClC1=NC(=C2N=CN(C2=N1)CCC1=NC=CC=C1)Cl